diglycidyl-hydroquinone tert-butyl-(3aS,6aS)-2,3,3a,4,6,6a-hexahydro-1H-pyrrolo[3,4-c]pyrrole-5-carboxylate C(C)(C)(C)OC(=O)N1C[C@H]2[C@H](C1)CNC2.C(C2CO2)C=2C(=C(O)C=CC2O)CC2CO2